N1C(=CC2=CC=CC=C12)C(CC(=O)O)CC 3-indolyl-valeric acid